C1(CCCCC1)C(=O)OOC=1C(=NC(=CC1)C=1N=NN(C1CN1N=NC(=C1)CC1CC1)C)C1CC1 (2-cyclopropyl-6-(5-((4-(cyclopropylmethyl)-1H-1,2,3-triazol-1-yl) methyl)-1-methyl-1H-1,2,3-triazol-4-yl) pyridin-3-yloxy) cyclohexane-1-carboxylate